CC1=C(CN2C=CC3=C(C=C(C=C23)C2=CN(C3=C(N=CC=C32)O)C)NS(=O)(=O)CC)C(=CC=C1)C N-(1-(2,6-dimethylbenzyl)-6-(7-hydroxy-1-methyl-1H-pyrrolo[2,3-c]pyridin-3-yl)-1H-indol-4-yl)ethanesulfonamide